6-(4-(dimethylamino)-5,6-difluoro-8-(methylamino)-9H-pyrido[2,3-b]indol-3-yl)-1-(2-methyl-1-(methylamino)propan-2-yl)-4-oxo-1,4-dihydro-1,8-naphthyridine-3-carboxylic acid CN(C1=C(C=NC=2NC3=C(C=C(C(=C3C21)F)F)NC)C=2C=C1C(C(=CN(C1=NC2)C(CNC)(C)C)C(=O)O)=O)C